C(C)(C)(C)OC(=O)N1CC2C(C1)CC(C2)O 5-hydroxy-hexahydrocyclopenta[c]pyrrole-2(1H)-carboxylic acid tert-butyl ester